germanium-silicon antimony-tellurium [Te].[Sb].[Si].[Ge]